COC1(CN(C1)C=1C=C2C(=CC=NC2=CC1)C(=O)OC)C methyl 6-(3-methoxy-3-methylazetidin-1-yl)quinoline-4-carboxylate